[Sn]=O.[Cd] cadmium tIn oxIde